methyl 6-((2,4-dimethoxybenzyl)amino)-8,9-dihydro-7H-cyclopenta[c][1,8]naphthyridine-2-carboxylate COC1=C(CNC2=NC3=NC=C(C=C3C3=C2CCC3)C(=O)OC)C=CC(=C1)OC